5-Bromo-6-(difluoromethoxy)pyridin BrC=1C=CC=NC1OC(F)F